Anthraquinone-2,7-disulfonate sodium salt [Na+].C1=C(C=CC=2C(C3=CC=C(C=C3C(C12)=O)S(=O)(=O)[O-])=O)S(=O)(=O)[O-].[Na+]